FC1=C(C(=O)NC(C(=O)NC2=C(C=CC(=C2)F)N2CCNCC2)CC2=CC=CC=C2)C=CC=C1 2-fluoro-N-(1-((5-fluoro-2-(piperazin-1-yl)phenyl)amino)-1-oxo-3-phenylpropan-2-yl)benzamide